4-(3-ethyl-4-methyl-5-oxo-4,5-dihydro-1H-1,2,4-triazol-1-yl)-5-fluoro-N-(2-methylphenyl)-2-[(2S)-pent-2-yloxy]benzamide C(C)C1=NN(C(N1C)=O)C1=CC(=C(C(=O)NC2=C(C=CC=C2)C)C=C1F)O[C@@H](C)CCC